FC(C(C(=O)N1C[C@H]2OC3=C([C@@H]1C2)C=C(C=C3)C#N)(C)C)F (2S,5S)-4-(3,3-difluoro-2,2-dimethylpropanoyl)-2,3,4,5-tetrahydro-2,5-methanobenzo[f][1,4]oxazepine-7-carbonitrile